(4-[[1-(2,6-dioxopiperidin-3-yl)-3-methyl-2-oxo-1,3-benzodiazol-5-yl]methyl]piperazin-1-yl)acetic acid O=C1NC(CCC1N1C(N(C2=C1C=CC(=C2)CN2CCN(CC2)CC(=O)O)C)=O)=O